1,2,2,6,6-pentamethyl-4-piperidylsebacate CN1C(CC(CC1(C)C)OC(CCCCCCCCC(=O)[O-])=O)(C)C